CC1=CC(=CC=C1)N(C2=CC=CC=C2)C3=CC=C(C=C3)N(C4=CC=C(C=C4)N(C5=CC=CC=C5)C6=CC=CC(=C6)C)C7=CC=C(C=C7)N(C8=CC=CC=C8)C9=CC=CC(=C9)C 4,4',4''-tris(N-3-METHYLPHENYL-N-phenylamino)triphenylamine